2,2,2',2'-tetrafluoro-4-hydroxyazobenzene 2-(3-(((((1R,2S,5R)-2-carbamoyl-7-oxo-1,6-diazabicyclo[3.2.1]octan-6-yl)oxy)sulfonyl)oxy)-2,2-dimethylpropyl)phenyl-pivalate C(N)(=O)[C@H]1N2C(N([C@H](CC1)C2)OS(=O)(=O)OCC(CC2=C(C=CC=C2)CC(C(=O)O)(C)C)(C)C)=O.FC2(C(C=CC(=C2)O)N=NC2C(C=CC=C2)(F)F)F